C1(CCC1)C=1C(=NN(C1NC(CC1C(CC1)(F)F)=O)C)C1=CC=C(C=C1)F N-(4-cyclobutyl-3-(4-fluorophenyl)-1-methyl-1H-pyrazol-5-yl)-2-(2,2-difluorocyclobutyl)acetamide